C(C)(C)(C)OCC1(N2CCC(C1=O)(CC2)C)CO (tert-butoxymethyl)-2-(hydroxymethyl)-4-methyl-1-azabicyclo[2.2.2]octan-3-one